(S)-N-(6-cyano-1-(1-methylcyclobutyl)-1H-benzo[d]imidazol-2-yl)-3-(4-fluorophenyl)-3-hydroxybutanamide C(#N)C=1C=CC2=C(N(C(=N2)NC(C[C@](C)(O)C2=CC=C(C=C2)F)=O)C2(CCC2)C)C1